9-fluorenylmethyloxycarbonyl-N(epsilon)-isopropyl-N(epsilon)-Boc-lysine C1=CC=CC=2C3=CC=CC=C3C(C12)COC(=O)N[C@@H](CCCCN(C(=O)OC(C)(C)C)C(C)C)C(=O)O